[N+](=O)([O-])C1=CC=C(CC2C(C2)N)C=C1 2-(4-nitrobenzyl)-cyclopropylamine